FC(C(=O)O)(F)F.FC(C(=O)N)(C(F)(F)F)F 2,2,3,3,3-Pentafluoropropanamide 2,2,2-Trifluoroacetate